N-hydroxypyrrolidine-2,5-dione ON1C(CCC1=O)=O